4-(7-(5-phenylpyridin-3-yl)-4-(pyridin-3-yloxy)-6,7-dihydro-5H-pyrrolo[2,3-d]pyrimidin-2-yl)morpholine C1(=CC=CC=C1)C=1C=C(C=NC1)N1CCC2=C1N=C(N=C2OC=2C=NC=CC2)N2CCOCC2